6-bromo-2H-pyrido[3,2-b][1,4]oxazin-3(4H)-one BrC=1C=CC=2OCC(NC2N1)=O